C(C)(=O)C=1C=C(C=C2C(N(C(=NC12)C(C#N)(C)C)C)=O)C 2-(8-acetyl-3,6-dimethyl-4-oxo-3,4-dihydroquinazolin-2-yl)-2-methylpropanenitrile